N-[2-(2-chloro-3-fluorophenyl)-5-(2,6-difluoro-4-methoxyphenyl)-1-methyl-3-oxo-2,3-dihydro-1H-pyrazol-4-yl]-4-(difluoromethoxy)benzamide ClC1=C(C=CC=C1F)N1N(C(=C(C1=O)NC(C1=CC=C(C=C1)OC(F)F)=O)C1=C(C=C(C=C1F)OC)F)C